C12OCC(C1)(C2)N2N=C1N=C(C(=CC1=C2)C(=O)O)OC(C)C 2-(2-oxabicyclo[2.1.1]hex-4-yl)-6-isopropoxy-2H-pyrazolo[3,4-b]pyridine-5-carboxylic acid